tert-butyl {3-methoxy-4-[(5-nitropyridin-2-yl)oxy]phenyl}carbamate COC=1C=C(C=CC1OC1=NC=C(C=C1)[N+](=O)[O-])NC(OC(C)(C)C)=O